OCCNC[C@@H]1CCCCN1 (3R,6S)-6-(((2-hydroxyethyl)amino)methyl)tetrahydro-2H-pyridine